[Cu].[Co].[Fe].[Ni] nickel-iron-cobalt-copper